CC1(CCC2=NN=C(N21)C2=CC=CC(=N2)N2CC=1C(=NC(=CC1C2=O)N(C)C(C)C)N2CCNCC2)C 2-(6-(5,5-dimethyl-6,7-dihydro-5H-Pyrrolo[2,1-c][1,2,4]triazol-3-yl)pyridin-2-yl)-6-(isopropyl(methyl)amino)-4-(piperazine-1-yl)-2,3-dihydro-1H-pyrrolo[3,4-c]pyridin-1-one